N-(4-((3-(trifluoromethyl)benzyl)oxy)phenyl)piperidine-1-sulfonamide FC(C=1C=C(COC2=CC=C(C=C2)NS(=O)(=O)N2CCCCC2)C=CC1)(F)F